COC(COC1=CC(=CC(=N1)N1CC2(C=3C=NC(=CC31)NC(C)=O)CC2)C)(C)C N-(1'-(6-(2-methoxy-2-methylpropoxy)-4-methylpyridin-2-yl)-1',2'-dihydrospiro[cyclopropane-1,3'-pyrrolo[3,2-c]pyridin]-6'-yl)acetamide